(S)-2-(3-phenyl-oxetan-3-yl)ethanol 2,5-dioxopyrrolidin-1-yl-4-(7-fluoro-4,5-dihydropyrazolo[1,5-a]quinolin-2-yl)piperazine-1-carboxylate O=C1N(C(CC1)=O)[C@H]1N(CCN(C1)C1=NN2C(CCC3=CC(=CC=C23)F)=C1)C(=O)OCCC1(COC1)C1=CC=CC=C1